3-(1,1-Difluoroethyl)-7-[(1r,4r)-4-(2-fluoro-6-tolyl)cyclohexyl]-5-{[3-(trifluoromethyl)-2-pyridyl]methyl}-1,4,5-triaza-6(5H)-naphthalenone FC(C)(F)C=1C=NC=2C=C(C(N(C2N1)CC1=NC=CC=C1C(F)(F)F)=O)C1CCC(CC1)C1=CC=CC(=C1C)F